1-[(6-{3-azabicyclo[3.1.0]hex-3-yl}-2-(hydroxymethyl)pyridin-3-yl)methyl]-1H-imidazole-4-carboxylic acid C12CN(CC2C1)C1=CC=C(C(=N1)CO)CN1C=NC(=C1)C(=O)O